NC1=NC=NC=2N(C3=CC=C(C=C3C21)C(F)(F)F)CC(=O)N2[C@@H](C[C@H](C2)F)C(=O)NC2=NC(=CC=C2C)Br (2S,4R)-1-(2-(4-amino-6-(trifluoromethyl)-9H-pyrimido[4,5-b]indol-9-yl)acetyl)-N-(6-bromo-3-methylpyridin-2-yl)-4-fluoropyrrolidine-2-carboxamide